N-((1r,3r)-3-(3-chloro-4-cyanophenoxy)-2,2,4,4-tetramethylcyclobutyl)-6-(4-(2-(2,4-dioxotetrahydropyrimidin-1(2H)-yl)benzyl)piperazin-1-yl)pyridazine-3-carboxamide ClC=1C=C(OC2C(C(C2(C)C)NC(=O)C=2N=NC(=CC2)N2CCN(CC2)CC2=C(C=CC=C2)N2C(NC(CC2)=O)=O)(C)C)C=CC1C#N